({1-[4-(3-fluorophenoxy)-6-(trifluoromethyl)pyrimidin-2-yl]-4-hydroxypiperidin-4-yl}methyl)pyrazine-2-carboxamide zinc-calcium acetate C(C)(=O)[O-].[Ca+2].[Zn+2].FC=1C=C(OC2=NC(=NC(=C2)C(F)(F)F)N2CCC(CC2)(O)CC=2C(=NC=CN2)C(=O)N)C=CC1.C(C)(=O)[O-].C(C)(=O)[O-].C(C)(=O)[O-]